4-(2-Isopropyl-6-(6-(4-methoxypyridin-3-yl)-4-methyl-1H-pyrazolo[4,3-c]pyridin-1-yl)pyridin-4-yl)thiomorpholine 1,1-dioxide C(C)(C)C1=NC(=CC(=C1)N1CCS(CC1)(=O)=O)N1N=CC=2C(=NC(=CC21)C=2C=NC=CC2OC)C